CN1N=CC2=CC=C(C(=C12)C=1C(=C(N=C2[C@H]3C([C@@H](CC12)C3)(C)C)N3CC1(CN(C1)C(C=C)=O)CC3)C#N)C (P)-(1R,9R)-6-(1,6-dimethyl-1H-indazol-7-yl)-10,10-dimethyl-4-(2-(2-propenoyl)-2,6-diazaspiro[3.4]octan-6-yl)-3-azatricyclo[7.1.1.02,7]undeca-2,4,6-triene-5-carbonitrile